ClC=1C(=NC=CC1C1=C(C(=CC=C1)C1=NC(=C(C=C1)CNC[C@H]1NC(CC1)=O)OC)Cl)C1=CC(=C(CNCC(=O)OC(C)C)C=C1)OC isopropyl (S)-(4-(3-chloro-4-(2-chloro-3-(6-methoxy-5-((((5-oxopyrrolidin-2-yl)methyl)amino)methyl)pyridin-2-yl)phenyl)pyridin-2-yl)-2-methoxybenzyl)glycinate